C(C)(=O)OC1C(OC(C(C1OC(C)=O)OC(C)=O)C(=O)OC)OC1=CC=C(C=C1)CBr 2-(4-(bromomethyl) phenoxy)-6-(methoxycarbonyl)tetrahydro-2H-pyran-3,4,5-triyl triacetate